BrC=1OC2=C(C1)C=C(C(=C2)OCOCC)CC=C(C)C 2-bromo-6-(ethoxymethoxy)-5-(3-methylbut-2-en-1-yl)benzofuran